C(C1=CC=CC=C1)[N+]1=C(C=CC(=C1)NC(=O)OC(C)(C)C)CO[Si](C1=CC=CC=C1)(C1=CC=CC=C1)C(C)(C)C 1-benzyl-5-((tert-butyloxycarbonyl)amino)-2-(((tert-butyldiphenylsilyl)oxy)methyl)pyridin-1-ium